C(C1=CC=CC=C1)OC(=O)N(CC(CCCC(C1=CC(=CC=C1)Br)N1N=C(C=C1)C=1C=C(OC=2C(=C3C=CN(C3=CC2F)S(=O)(=O)C2=CC=C(C)C=C2)/C=C/C(=O)OCC)C=CC1F)(C)C)C Ethyl (E)-3-(5-(3-(1-(6-(((benzyloxy)carbonyl)(methyl)amino)-1-(3-bromophenyl)-5,5-dimethylhexyl)-1H-pyrazol-3-yl)-4-fluorophenoxy)-6-fluoro-1-tosyl-1H-indol-4-yl)acrylate